F[B-](F)(F)F.C1(CCCCC1)[PH+](C1=CC(=CC=C1)OCC)C1CCCCC1 dicyclohexyl-(3-ethoxyphenyl)phosphonium tetrafluoroborate